O1CCOC2=C1C=CC(=C2)NC2=C(N=C1N2C=CN=C1)C1=CC(=C(C=C1)OC)OC N-(2,3-dihydro-1,4-benzodioxin-6-yl)-2-(3,4-dimethoxy-phenyl)imidazo[1,2-a]pyrazin-3-amine